CN1N=CC2=CC(=CC=C12)C1=C(C2=C(C=N1)N(C=N2)CC2CN(CC2)C)C2=CC=C(C#N)C=C2 4-(6-(1-methyl-1H-indazol-5-yl)-3-((1-methylpyrrolidin-3-yl)methyl)-3H-imidazo[4,5-c]pyridin-7-yl)benzonitrile